N1CC(C1)NC=1C=CC(=C(C(=O)N[C@H](C)C2=CC(=CC=C2)C=2SC(=CC2)OC)C1)C (R)-5-(azetidin-3-ylamino)-N-(1-(3-(5-methoxythiophen-2-yl)phenyl)ethyl)-2-methylbenzamide